BrC1=C(N=NC(=C1C)Cl)NC(=O)C1=NC(=CC=C1)OCC N-(4-bromo-6-chloro-5-methylpyridazin-3-yl)-6-ethoxypyridinecarboxamide